The molecule is a (9Z)-12-hydroxyoctadec-9-enoic acid in which the 12-hydroxy group has R-configuration.. It is a conjugate acid of a ricinoleate. CCCCCC[C@H](C/C=C\\CCCCCCCC(=O)O)O